O=C(CN1C=NC=C1)C1=CC=CC=C1 1-(2-oxo-2-phenylethyl)-1H-imidazole